buten-1-sulfonic acid C(=CCC)S(=O)(=O)O